CC1=C(OC2=CC=CC=C2C1=O)C(=O)O 3-methyl-4-oxo-4H-chromene-2-carboxylic acid